Cl[Mo](Cl)(=O)=O dichloro-molybdenum dioxide